[Nb].[Mn].[Co].[Ni] nickel-cobalt-manganese niobium